(S)-5-((R,E)-2-hydroxy-6-(methylsulfonamido)hex-4-enoyl)-N-((S)-3-oxo-1-((S)-2-oxopyrrolidin-3-yl)-4-(trifluoromethoxy)butan-2-yl)-5-azaspiro[2.4]heptane-6-carboxamide O[C@@H](C(=O)N1CC2(CC2)C[C@H]1C(=O)N[C@@H](C[C@H]1C(NCC1)=O)C(COC(F)(F)F)=O)C\C=C\CNS(=O)(=O)C